6-(6-(((1S,3S,4S,5R)-4-fluoro-1-methyl-8-azabicyclo[3.2.1]octan-3-yl)oxy)-1,2,4-triazin-3-yl)isoquinolin-7-ol F[C@@H]1[C@H](C[C@@]2(CC[C@H]1N2)C)OC2=CN=C(N=N2)C=2C=C1C=CN=CC1=CC2O